tert-butyl (3S,5R)-4-((1-((benzyloxy)carbonyl) piperidin-4-yl)methyl)-3,5-dimethylpiperazine-1-carboxylate C(C1=CC=CC=C1)OC(=O)N1CCC(CC1)CN1[C@H](CN(C[C@H]1C)C(=O)OC(C)(C)C)C